C=1(C(=CC=CC1)CC#N)C1=CC=C(C=C1)CC#N 4'-biphenyl-diacetonitrile